CC1=C2C(=C(C(=NC2=CC=C1)N1CCOCC1)C)C#N dimethyl-2-morpholino-quinoline-4-carbonitrile